N[C@@H]1[C@@H](OCC12CCN(CC2)N2N=C(C1=C2N=CN(C1=O)C)C#CC1=CC=CC=C1)C ((3S,4S)-4-amino-3-methyl-2-oxa-8-azaspiro[4.5]decan-8-yl)-5-methyl-3-(phenylethynyl)-1,5-dihydro-4H-pyrazolo[3,4-d]pyrimidin-4-one